CC1=C(C(=C(C1([Hf]C=1CC=2C=CC3=C(C2C1C)C=CC=C3)C)C)C)C Pentamethylcyclopentadienyl-(1-methyl-benzo[e]indenyl)hafnium